6-((S)-3-chloro-4-((1S,2S)-2-(4-fluorophenyl)cyclopropyl)-5',6-dimethyl-2-oxo-2H-[1,4'-bipyridin]-2'-yl)-7-fluorobenzo[d]oxazol-2(3H)-one ClC=1C(N(C(=CC1[C@@H]1[C@H](C1)C1=CC=C(C=C1)F)C)C1=CC(=NC=C1C)C1=C(C2=C(NC(O2)=O)C=C1)F)=O